C(C)(=O)N1[C@H]([C@@H]([C@H](C2=CC(=CC=C12)C(=O)N)NC1=NC=CC(=N1)N(C)C)C)C1CC1 (2S,3R,4R)-1-acetyl-2-cyclopropyl-4-((4-(dimethylamino)pyrimidin-2-yl)amino)-3-methyl-1,2,3,4-tetrahydroquinoline-6-carboxamide